5-Chloro-2-cyanopyridin-3-yl 3-[4-(2-chlorothiazol-4-yl)-1H-1,2,3-triazol-1-yl]-3-deoxy-1-thio-α-D-galactopyranoside ClC=1SC=C(N1)C=1N=NN(C1)[C@@H]1[C@H]([C@@H](SC=2C(=NC=C(C2)Cl)C#N)O[C@@H]([C@@H]1O)CO)O